N1N=NC(=C1)CNC(=O)[C@@H]1CC2=C3C(OC[C@@H](C(N13)=O)NC([C@H](C(C)C)NC(C1=CC=CC=C1)=O)=O)=CC=C2 (1S,8S)-8-((S)-2-Benzoylamino-3-methyl-butyrylamino)-9-oxo-1,2,8,9-tetrahydro-7H-6-oxa-9a-aza-benzo[cd]azulene-1-carboxylic acid (1H-[1,2,3]triazol-4-ylmethyl)-amide